3-(4-((4'-oxo-3',4'-dihydro-2'H-spiro[cyclohexane-1,1'-isoquinolin]-2'-yl)methyl)-1H-1,2,3-triazol-1-yl)benzonitrile O=C1CN(C2(C3=CC=CC=C13)CCCCC2)CC=2N=NN(C2)C=2C=C(C#N)C=CC2